NC1=C(C=2C=C(C=3N(C2N1C1=C(C(=CC=C1C)OC)Cl)N=CN3)C)C#N 7-amino-8-(2-chloro-3-methoxy-6-methylphenyl)-4-methyl-8H-pyrrolo[3,2-e][1,2,4]triazolo[1,5-a]pyridine-6-carbonitrile